(3R)-N-tert-butyl-1-{6-[5-(methoxymethoxy)-2-methyl-1,3-benzoxazol-6-yl]-1,2,4-triazin-3-yl}pyrrolidin-3-amine C(C)(C)(C)N[C@H]1CN(CC1)C=1N=NC(=CN1)C1=CC2=C(N=C(O2)C)C=C1OCOC